(R)-N-(1-(3-(difluoro(tetrahydrofuran-2-yl)methyl)phenyl)ethylidene)-2-methylpropane-2-sulfinamide FC(C=1C=C(C=CC1)C(C)=N[S@](=O)C(C)(C)C)(C1OCCC1)F